C(C)(=O)NC=1C=NNC1 4-acetamido-1H-pyrazole